OC1=C(C=C(C=C1)\C=C/CO)OC (Z)-3-(4-hydroxy-3-methoxyphenyl)prop-2-enol